C(C)(=O)NC=1C=C(C(=O)NCCCC2=NC=C(C=C2Cl)C(F)(F)F)C=C(N1)C 2-acetamido-N-(3-(3-chloro-5-(trifluoromethyl)pyridin-2-yl)propyl)-6-methylisonicotinamide